((1-(2-(4,4-dimethylpiperidin-1-yl)-3,6-dimethyl-4-oxo-3,4-dihydroquinazolin-8-yl)ethyl)amino)-6-fluorobenzoic acid CC1(CCN(CC1)C1=NC2=C(C=C(C=C2C(N1C)=O)C)C(C)NC1=C(C(=O)O)C(=CC=C1)F)C